deoxythymidine 5'-diphosphate P(O)(=O)(OP(=O)(O)O)OC[C@@H]1[C@H](C[C@@H](O1)N1C(=O)NC(=O)C(C)=C1)O